C(C)(C)(C)OC(N(C(=O)OC(C)(C)C)C1=NC=CC(=C1)OC1=C(C=C(C=C1)N)Cl)=O (4-(4-amino-2-chlorophenoxy)pyridin-2-yl)(t-butoxycarbonyl)carbamic acid tert-butyl ester